[K+].[N+](=O)([O-])C=1C=CC2=C(N(CCO2)CS(=O)(=O)[O-])C1 (6-nitro-2,3-dihydro-1,4-benzoxazin-4-yl)methanesulfonate potassium salt